1-Benzyloxypropan-2-ol C(C1=CC=CC=C1)OCC(C)O